CC1(OB(OC1(C)C)C1=CC=C(C=C1)C(C)(O)C=1SC(=CC1)C(F)(F)F)C 1-(4-(4,4,5,5-tetramethyl-1,3,2-dioxaborolan-2-yl)phenyl)-1-(5-(trifluoromethyl)thiophen-2-yl)ethanol